FC(C(=O)O)(F)F.N1CCC(CC1)C(=O)N1OCC[C@H]1C=1C=NC=C(C#N)C1 (S)-5-(2-(Piperidine-4-carbonyl)isoxazolidin-3-yl)nicotinonitrile 2,2,2-trifluoroacetate